ClCC(=O)N1C(C=2NC3=CC=CC=C3C2C[C@@H]1C(=O)OC)C1=CC=C(C=C1)C(=O)OC methyl (3R)-2-(2-chloroacetyl)-2,3,4,9-tetrahydro-1-(4-(methoxycarbonyl)phenyl)-1H-pyrido[3,4-b]indole-3-carboxylate